2-methyl-1,3-dioxolan-4-amine CC1OCC(O1)N